2-(2-Chlorophenyl)-N-[(3S)-9-fluoro-2-oxo-5-phenyl-1,3-dihydro-1,4-benzodiazepin-3-yl]pyrazolo[1,5-a]pyrimidine ClC1=C(C=CC=C1)C1N(N2C(N=CC=C2)=C1)[C@H]1C(NC2=C(C(=N1)C1=CC=CC=C1)C=CC=C2F)=O